2-bromo-N-(2-methyl-6-(trifluoromethyl)pyridin-3-yl)acetamide BrCC(=O)NC=1C(=NC(=CC1)C(F)(F)F)C